ClC1=CC=2OCC(NC2C=N1)=O 7-chloro-2H,4H-pyrido[4,3-b][1,4]oxazin-3-one